C(C)NC(=O)NC=1OC=CN1 1-ethyl-3-(oxazol-2-yl)urea